ClC1=C2C(=NC=C1C(=O)NC(CC1=CC=C(C=C1)F)(C)C)CCC2 4-chloro-N-(1-(4-fluorophenyl)-2-methylpropan-2-yl)-6,7-dihydro-5H-cyclopenta[b]pyridine-3-carboxamide